1-(2,3-dichlorophenyl)cyclopropanamine ClC1=C(C=CC=C1Cl)C1(CC1)N